N1(CCCCC1)C1CCN(CC1)C1=C(C=NC2=CC=C(C=C12)C(=O)NCC)S(=O)(=O)C1=CC=C(C=C1)OCCCC 4-([1,4'-bipiperidin]-1'-yl)-3-((4-butoxyphenyl)sulfonyl)-N-ethylquinoline-6-carboxamide